[Br].[N].N ammonia nitrogen bromine